FC(C1(CC(=C(C(=O)O)C=C1C(=O)O)C(=O)O)C(=O)O)(F)F 4-(trifluoromethyl)pyromellitic acid